N[C@]1([C@@H](CC[C@H](C1)CCB(O)O)CN1CCCCC1)C(=O)O (1R,2S,5R)-1-amino-5-(2-boronoethyl)-2-(piperidin-1-ylmethyl)cyclohexane-1-carboxylic acid